COP([O-])(=O)C[N+]1=CC=C(C=C1)C1=NC=NS1 methoxy-[[4-(1,2,4-thiadiazol-5-yl)pyridin-1-ium-1-yl]methyl]phosphinate